8-((3R,4S)-4-((5-Cyclopropylpyrimidin-2-yl)oxy)-3-methylpiperidin-1-yl)-5-methyl-6-oxo-5,6-dihydro-1,5-naphthyridin-2-carbonitril C1(CC1)C=1C=NC(=NC1)O[C@@H]1[C@@H](CN(CC1)C1=CC(N(C=2C=CC(=NC12)C#N)C)=O)C